C(C#CC)NC(COC1=CC(=C(C(=C1)Cl)CC1=CC(=C(C=C1)O)C(C)C)Cl)=O N-(but-2-yn-1-yl)-2-(3,5-dichloro-4-(4-hydroxy-3-isopropylbenzyl)phenoxy)acetamide